N1C(CC1)COC=1C=CC(=C(C(=O)NC2(CC2)C2=C3C=CC=NC3=CC(=C2)C2=CN=C(O2)C)C1)C 5-(azetidin-2-ylmethoxy)-2-methyl-N-(1-(7-(2-methyloxazol-5-yl)quinolin-5-yl)cyclopropyl)benzamide